5-(2-(tert-butylamino)-2-oxoacetyl)-1,2,4-trimethyl-N-(3-sulfamoylphenyl)-1H-pyrrole-3-carboxamide C(C)(C)(C)NC(C(=O)C1=C(C(=C(N1C)C)C(=O)NC1=CC(=CC=C1)S(N)(=O)=O)C)=O